ClC1=C(C(=O)N)C(=CC=C1)C1=C2CN(CC2=CC=C1)C#N chloro-6-(2-cyanoisoindolin-4-yl)benzamide